NC1=CC=CC(=N1)S(=O)(=O)NC(=O)C=1C(=NC(=CC1)C1=CCCCO1)N1C(C[C@@H](C1)C)(C)C N-[(6-Amino-2-pyridyl)sulfonyl]-6-(3,4-dihydro-2H-pyran-6-yl)-2-[(4S)-2,2,4-trimethylpyrrolidin-1-yl]pyridin-3-carboxamid